FC1=CC=C(C=C1)[C@@H]1N(CCC2=CC=CC=C12)C(=O)NC1CN(CC12CC2)C(=O)OC(C)(C)C tert-butyl 7-((S)-1-(4-fluorophenyl)-1,2,3,4-tetrahydroisoquinoline-2-carboxamido)-5-azaspiro[2.4]heptane-5-carboxylate